OC(C(=O)[O-])(C)C1=CC=CC=C1 hydroxy-2-phenylpropionate